tert-butyl (S)-(1-(6-(cyclopropanecarboxamido)-1H-pyrrolo[2,3-b]pyridin-4-yl)pyrrolidin-3-yl)carbamate C1(CC1)C(=O)NC1=CC(=C2C(=N1)NC=C2)N2C[C@H](CC2)NC(OC(C)(C)C)=O